methyl (3R)-1-[2-[[6-[5-(6-methyl-2-pyridyl)-1H-imidazol-4-yl]-3-quinolyl]amino]ethyl]piperidine-3-carboxylate CC1=CC=CC(=N1)C1=C(N=CN1)C=1C=C2C=C(C=NC2=CC1)NCCN1C[C@@H](CCC1)C(=O)OC